6-(aminomethyl)-5-(1-methyl-1H-pyrazol-5-yl)pyridazin-3(2H)-one NCC=1C(=CC(NN1)=O)C1=CC=NN1C